2,2,7-trifluoro-4-(prop-2-yn-1-yl)-6-(2,3,5,6-tetrafluorophenyl)-2H-benzo[b][1,4]oxazin-3(4H)-one FC1(C(N(C2=C(O1)C=C(C(=C2)C2=C(C(=CC(=C2F)F)F)F)F)CC#C)=O)F